3-(tert-butyl)-2'-((3-(tert-butyl)-2-hydroxy-5-methylphenyl)(3-ethoxypropyl)amino)-5-methyl-[1,1'-biphenyl] C(C)(C)(C)C=1C=C(C=C(C1)C)C1=C(C=CC=C1)N(CCCOCC)C1=C(C(=CC(=C1)C)C(C)(C)C)O